NC1=NC=2C=CC(=CC2C2=C1C=NN2C)C(=O)N(C)[C@@H]2COCC1=NC(=CC=C12)OC 4-amino-N-((5S)-2-methoxy-5,8-dihydro-6H-pyrano[3,4-b]pyridin-5-yl)-N,1-dimethyl-1H-pyrazolo[4,3-c]quinoline-8-carboxamide